C(C1=CC=CC=C1)(=O)OC[C@@H]1N(C[C@H](C1)OC1=CC=C2CCC(NC2=C1)=O)C(=O)OC(C)(C)C tert-Butyl (2R,4S)-2-((benzoyloxy)methyl)-4-((2-oxo-1,2,3,4-tetrahydroquinolin-7-yl)oxy)pyrrolidin-1-carboxylate